ClC1=C2C=C(NC2=CC=C1Cl)C(=O)N1CCN(CC1)C(COC)=O 1-[4-(4,5-dichloro-1H-indole-2-carbonyl)piperazin-1-yl]-2-methoxy-ethanone